2-([1,1':3',1''-terphenyl]-5'-yl)-4-chloro-6-(dibenzo[b,d]furan-4-yl)-1,3,5-triazine C1(=CC=CC=C1)C1=CC(=CC(=C1)C1=NC(=NC(=N1)Cl)C1=CC=CC2=C1OC1=C2C=CC=C1)C1=CC=CC=C1